bis[2-(di-tert-butylphosphino)cyclopent-2,4-dien-1-yl]Iron C(C)(C)(C)P(C=1C(C=CC1)[Fe]C1C(=CC=C1)P(C(C)(C)C)C(C)(C)C)C(C)(C)C